1-((2r,4s)-4-(4-amino-3-((1,2-dimethyl-1H-benzo[d]imidazol-5-yl)ethynyl)-1H-pyrazolo[3,4-d]pyrimidin-1-yl)-2-(methoxymethyl)pyrrolidin-1-yl)prop-2-en-1-one zinc chloride [Cl-].[Zn+2].NC1=C2C(=NC=N1)N(N=C2C#CC2=CC1=C(N(C(=N1)C)C)C=C2)[C@H]2C[C@@H](N(C2)C(C=C)=O)COC.[Cl-]